2-(2-amino-3-methyl-butyrylamino)-5-ureido-pentanoic acid NC(C(=O)NC(C(=O)O)CCCNC(=O)N)C(C)C